FC(OC1=CC=C(C=N1)C1=CN=CC(=N1)C(=O)N/N=C/C1=C(C(=CC=C1)C(C)O)F)F (E)-6-(6-(difluoromethoxy)pyridin-3-yl)-N'-(2-fluoro-3-(1-hydroxyethyl)benzylidene)pyrazine-2-carbohydrazide